[Co]=O.[Zr].[Ti] titanium zirconium cobalt oxide